FC1=C(OC2=C3C(=NC=C2)N(C=C3C3=CC(=C(C=C3)F)F)COCC[Si](C)(C)C)C(=CC(=C1)[N+](=O)[O-])F 4-(2,6-difluoro-4-nitrophenoxy)-3-(3,4-difluorophenyl)-1-{[2-(trimethylsilyl)ethoxy]methyl}-1H-pyrrolo[2,3-b]pyridine